FC1=C(C(=CC=2SC3=C(C21)C=C(C(=C3)OCCCCC)F)OCCC)F 1,2,8-trifluoro-7-pentyloxy-3-propoxy-dibenzothiophene